4-(((4-isopropylphenyl)thio)amino)-N-(6-methoxypyrimidin-4-yl)benzenesulfonamide C(C)(C)C1=CC=C(C=C1)SNC1=CC=C(C=C1)S(=O)(=O)NC1=NC=NC(=C1)OC